C1(CC1)S(=O)(=O)N1CCN(CC1)C(=O)C=1C=NC2=CC(=CC=C2C1N1CCC(CC1)(C#N)C)OC 1-(3-(4-(Cyclopropylsulfonyl)piperazine-1-carbonyl)-7-methoxyquinolin-4-yl)-4-methylpiperidine-4-carbonitrile